N-(Adamantan-1-yl)-2-((2-(Methylthio)-7,8-Dihydro-5H-Pyrano[4,3-D]Pyrimidin-4-yl)Oxy)Acetamide C12(CC3CC(CC(C1)C3)C2)NC(COC=2C3=C(N=C(N2)SC)CCOC3)=O